((2R,3S,4R,5R,6S)-6-(4-chloro-3-(4-(((S)-tetrahydrofuran-3-yl)oxy)benzyl)phenyl)-3,4,5-trihydroxytetrahydro-2H-pyran-2-yl)methyl L-phenylalaninate hemi-succinic acid salt C(CCC(=O)O)(=O)O.N[C@@H](CC1=CC=CC=C1)C(=O)OC[C@H]1O[C@H]([C@@H]([C@H]([C@@H]1O)O)O)C1=CC(=C(C=C1)Cl)CC1=CC=C(C=C1)O[C@@H]1COCC1.ClC1=C(C=C(C=C1)[C@H]1[C@@H]([C@H]([C@@H]([C@H](O1)COC([C@@H](N)CC1=CC=CC=C1)=O)O)O)O)CC1=CC=C(C=C1)O[C@@H]1COCC1